1-oxo-6-(piperazin-1-yl)phthalazine O=C1NN=CC2=CC(=CC=C12)N1CCNCC1